C(CCC)OC(=O)C1=CNC(C(=C1)C(NC)=O)=O 5-(methylcarbamoyl)-6-oxo-1,6-dihydropyridine-3-carboxylic acid butyl ester